2,6-dichlorio-N-[(3-chloro-5-trifluoromethyl-2-pyridyl)methyl]benzamide ClC1=C(C(=O)NCC2=NC=C(C=C2Cl)C(F)(F)F)C(=CC=C1)Cl